1-dodecyl-3-octyl-4-nitroindan sodium [Na].C(CCCCCCCCCCC)C1CC(C2=C(C=CC=C12)[N+](=O)[O-])CCCCCCCC